ClC=1C(=C(C(=O)N)C=CC1Cl)SCC[Si](C)(C)C 3,4-dichloro-2-(2-trimethylsilylethylsulfanyl)benzamide